((2R,3R,4S,5R)-4-acetoxy-5-(2-amino-8-oxo-7-(pyridin-3-ylmethyl)-7,8-dihydro-9H-purin-9-yl)-3-fluorotetrahydrofuran-2-yl)methylacetat C(C)(=O)O[C@@H]1[C@@H]([C@H](O[C@H]1N1C2=NC(=NC=C2N(C1=O)CC=1C=NC=CC1)N)COC(C)=O)F